O[C@@H]1[C@H](O[C@H]([C@@H]1O)N1C2=NC(=NC(=C2N=C1)NCC1=NC(=CC=C1)C)C=1C=NC=C(C1)C)C(=O)NC (2S,3S,4R,5R)-3,4-Dihydroxy-N-methyl-5-(6-(((6-methylpyridin-2-yl)methyl)amino)-2-(5-Methylpyridin-3-yl)-9H-purin-9-yl)tetrahydrofuran-2-carboxamide